C[C@@H](CC)N1N=CC(=C1)B1OC(C(O1)(C)C)(C)C 1-[(2s)-butan-2-yl]-4-(4,4,5,5-tetramethyl-1,3,2-dioxaborolan-2-yl)-1H-pyrazole